C(#N)C1=CC=C(COC2=CC=CC(=N2)C2=CC(=C(CC3=NC4=C(N3CCOC)C(=C(C=C4)C(=O)O)F)C=C2F)F)C=C1 2-(4-(6-((4-cyanobenzyl)oxy)pyridin-2-yl)-2,5-difluorobenzyl)-7-fluoro-1-(2-methoxyethyl)-1H-benzo[d]imidazole-6-carboxylic acid